1-[7-methyl-6-(2-methyl-2H-tetrazol-5-yl)-3,4-dihydro-1H-spiro[1,8-naphthyridine-2,3'-pyrrolidin]-1'-yl]-2-[4-(trifluoromethyl)phenyl]ethan-1-one CC1=C(C=C2CCC3(CN(CC3)C(CC3=CC=C(C=C3)C(F)(F)F)=O)NC2=N1)C=1N=NN(N1)C